perfluorobutanoylperoxide FC(C(=O)OOC(C(C(C(F)(F)F)(F)F)(F)F)=O)(C(C(F)(F)F)(F)F)F